1-benzyl-5,5'-dimethyl-1,2,5,6-tetrahydro-3,3'-bipyridine C(C1=CC=CC=C1)N1CC(=CC(C1)C)C=1C=NC=C(C1)C